7-Fluoro-3-iodo-1,5-dimethyl-1H-pyrrolo[3,2-c]pyridin-4(5H)-one FC=1C2=C(C(N(C1)C)=O)C(=CN2C)I